C(C)(C)(C)OC(=O)N1C[C@H](CC1)N(S(=O)(=O)C1(CC1)F)C(=O)OC(C)(C)C.Cl.FC1(CC1)S(=O)(=O)N[C@@H]1CNCC1 1-Fluoro-N-[(3S)-pyrrolidin-3-yl]cyclopropane-1-sulfonamide hydrochloride tert-Butyl-(3S)-3-[(tert-butoxycarbonyl)(1-fluorocyclopropane-1-sulfonyl)amino]pyrrolidine-1-carboxylate